N'-phenylmethacryloyl-hydrazine C1(=CC=CC=C1)NNC(C(=C)C)=O